1-cyclopropyl-N-(2,6-difluorobenzyl)methanamine C1(CC1)CNCC1=C(C=CC=C1F)F